O[C@@H]1C[C@H](N(C1)C([C@H](C(C)(C)C)NC(=O)C1CC2(CC1)CCNCC2)=O)C(N[C@@H](C)C2=CC=C(C=C2)C2=C(N=CS2)C)=O N-((S)-1-((2S,4R)-4-hydroxy-2-(((S)-1-(4-(4-methylthiazol-5-yl)phenyl)ethyl)carbamoyl)pyrrolidin-1-yl)-3,3-dimethyl-1-oxobutan-2-yl)-8-azaspiro[4.5]decane-2-carboxamide